C(C1=CC=CC=C1)OC(=O)N1[C@@H](C[C@@H](C1)NC1=NC(=CC=C1)C1=C(C(=CC=C1)[N+](=O)[O-])NCCCN(C)C(=O)OC(C)(C)C)C(=O)O (2S,4S)-1-benzyloxycarbonyl-4-[[6-[2-[3-[tert-butoxycarbonyl(methyl)amino]propylamino]-3-nitro-phenyl]-2-pyridyl]amino]pyrrolidine-2-carboxylic acid